CC=1C2=CC[CH-]C2=CC=CC1 4-methyl-dihydroazulenide